C1(CCC1)N1C=C(C=2C1=NC(=C(C2)F)C=2C(=NC=CC2)C(F)(F)F)[C@@H](C(F)F)NS(=O)(=O)C2CC2 (S)-N-(1-(1-cyclobutyl-5-fluoro-6-(2-(trifluoromethyl)pyridin-3-yl)-1H-pyrrolo[2,3-b]pyridin-3-yl)-2,2-difluoroethyl)cyclopropanesulfonamide